BrC=1C=CC(=C(C1)S(=O)(=O)NC=1C(=C(C(=O)N)C=C(C1)C1(CCCCC1)C#N)O)O 3-((5-Bromo-2-hydroxyphenyl)sulfonamido)-5-(1-cyanocyclohexyl)-2-hydroxybenzamide